OC1=C(C=C(C=C1)NC(=O)C=1C=NN(C1)C1=NC(=CC=C1)C(F)(F)F)S(=O)(=O)C N-(4-hydroxy-3-(methylsulfonyl)phenyl)-1-(6-(trifluoromethyl)pyridin-2-yl)-1H-pyrazole-4-carboxamide